5-(1,1-dideutero-2,2-difluoro-ethyl)-4,6-dimethoxy-pyrimidin-2-amine [2H]C(C(F)F)([2H])C=1C(=NC(=NC1OC)N)OC